Octanoic acid, methyl ester C(CCCCCCC)(=O)OC